C(C)NC1=NC=CC(=C1)C1(NC(=NC(=N1)NC(C)C)C1=CC=CC=C1)N 2-(2-(ethylamino)pyridin-4-yl)-N4-isopropyl-6-phenyl-1,3,5-triazine-2,4-diamine